tert-butyl (2R)-3-[(4-acetamidobutanoyl)sulfanyl]-2-(3-[[(4R)-2,2,5,5-tetramethyl-1,3-dioxan-4-yl]formamido]propanamido)propanoate C(C)(=O)NCCCC(=O)SC[C@@H](C(=O)OC(C)(C)C)NC(CCNC(=O)[C@@H]1OC(OCC1(C)C)(C)C)=O